2-(1-acryloyl-4-(7-(3,4-dihydroquinolin-1(2H)-yl)-2-((1-methylpyrrolidin-2-yl)methoxy)-5,6,7,8-tetrahydroquinazolin-4-yl)piperazin-2-yl)acetonitrile C(C=C)(=O)N1C(CN(CC1)C1=NC(=NC=2CC(CCC12)N1CCCC2=CC=CC=C12)OCC1N(CCC1)C)CC#N